C(=O)(C=C)OS(=O)(=O)C acryl-methyl-sulfonate